1-(4-((S)-4-propenoyl-2-methylpiperazin-1-yl)-6-chloro-8-fluoro-2-(((S)-1-methylpyrrolidin-2-yl)methoxy)quinazolin-7-yl)-8-fluoroisoquinolin-3(2H)-one C(C=C)(=O)N1C[C@@H](N(CC1)C1=NC(=NC2=C(C(=C(C=C12)Cl)C=1NC(C=C2C=CC=C(C12)F)=O)F)OC[C@H]1N(CCC1)C)C